2,5,7,11-tetrazatricyclo[7.4.0.02,6]trideca-1(9),5-dien C1=2N3CCN=C3NCC2CNCC1